6-[(2-hydroxyethyl)amino]hexanoic acid undecyl ester C(CCCCCCCCCC)OC(CCCCCNCCO)=O